OCC(C1=CC=C(C=C1)OC(F)(F)F)NC(CCC1=NC=2C(=NC=CC2)N1CC1=CC=C(C=C1)C(F)(F)F)=O N-[2-Hydroxy-1-(4-trifluoromethoxy-phenyl)-ethyl]-3-[3-(4-trifluoromethyl-benzyl)-3H-imidazo[4,5-b]pyridin-2-yl]-propionamide